N-(1,3-oxazol-2-yl)nicotinamide O1C(=NC=C1)NC(C1=CN=CC=C1)=O